[Li].CSC1=NC=CC(=N1)C1(CCOCC1)C(=O)O 4-(2-(methylthio)pyrimidin-4-yl)tetrahydro-2H-pyran-4-carboxylic acid lithium